C1(CCCC1)C1=NC(=NO1)C=1C=NC(=CC1)C#CC1=CC(=CC=C1)F 5-cyclopentyl-3-(6-((3-fluorophenyl)ethynyl)pyridin-3-yl)-1,2,4-oxadiazole